CC(C(=O)O)(C(C)C)C1=CC(=NO1)OS(=O)(=O)C(C(C(C(F)(F)F)(F)F)(F)F)(F)F.C(C1=CC(O)=C(O)C(O)=C1)(=O)C(=O)[C@](O)([C@@](O)([C@](O)([C@H](O)COC(C1=CC(O)=C(O)C(O)=C1)=O)C(C1=CC(O)=C(O)C(O)=C1)=O)C(C1=CC(O)=C(O)C(O)=C1)=O)C(C1=CC(O)=C(O)C(O)=C1)=O 1,2,3,4,6-O-pentagalloyl-glucose methyl-3-methyl-2-{3-[(1,1,2,2,3,3,4,4,4-nonafluorobutanesulfonyl)oxy]-1,2-oxazol-5-yl}butanoate